CC1=NN(C(=C1[C@H](C(F)(F)F)O)C)C1=CC(=NC=N1)NC1=C(C(=NN1C)C1=CC=C(C#N)C=C1)C |r| (±)-4-{5-[(6-{3,5-dimethyl-4-[2,2,2-trifluoro-1-hydroxyethyl]-1H-pyrazol-1-yl}pyrimidin-4-yl)amino]-1,4-dimethyl-1H-pyrazol-3-yl}benzonitrile